DIBUTYL CYCLOBUTANE-1,1-DICARBOXYLATE C1(CCC1)(C(=O)OCCCC)C(=O)OCCCC